CS(=O)(=O)[N-]C1=CC(=CC=C1)[C@@H](CCN1CCCCC1)NC(=O)C1=CC=2C(=NC=3CC[C@@H](CC3C2)C(C)(C)C)S1 methylsulfonyl-[3-[(1R)-3-(1-piperidyl)-1-[[(6S)-6-tert-butyl-5,6,7,8-tetrahydrothieno[2,3-b]quinoline-2-carbonyl]amino]propyl]phenyl]azanide